NC1=C(C=CC(=C1)C(=O)O)C1=CC(=CC(=C1)C1=CC=C(C=C1)C(=O)O)C1=CC=C(C=C1)C(=O)O amino-5'-(4-carboxyphenyl)-[1,1':3',1''-terphenyl]-4,4''-dicarboxylic acid